FC(OC=1C=NN(C1C1=NN2C(N(C(CC2)=O)CC2=CC(=C(C=C2)C=2N(C=C(N2)C(F)(F)F)CC)F)=C1)C(C)C)F 2-(4-(difluoromethoxy)-1-isopropyl-1H-pyrazol-5-yl)-4-(4-(1-ethyl-4-(trifluoromethyl)-1H-imidazol-2-yl)-3-fluorobenzyl)-6,7-dihydropyrazolo[1,5-a]pyrimidin-5(4H)-one